(S)-N-(3-Chloro-4-cyanophenyl)-2-((S)-3,3-difluorocyclopentyl)-2-(4-(2-methyl-2H-tetrazol-5-yl)phenyl)acetamide ClC=1C=C(C=CC1C#N)NC([C@H](C1=CC=C(C=C1)C=1N=NN(N1)C)[C@@H]1CC(CC1)(F)F)=O